FC(C1=NOC(=N1)C1=NN2C(=NC=3C=CC=CC3C2=N1)N[C@H]1C(NCCCC1)=O)(F)F (3R)-3-({2-[3-(trifluoromethyl)-1,2,4-oxadiazol-5-yl][1,2,4]triazolo[1,5-c]quinazolin-5-yl}amino)azepan-2-one